2,6-diphenyldibenzo[b,d]thiophene C1(=CC=CC=C1)C1=CC2=C(SC3=C2C=CC=C3C3=CC=CC=C3)C=C1